S(C)(=O)(=O)O.ClC=1C=C(OC2=CC=NC3=CC(=C(C=C23)C(=O)N)OC)C=CC1NC(=O)NC1CC1 4-(3-chloro-4-(N'-cyclopropyl-ureido)phenoxy)-7-methoxyquinoline-6-carboxylic acid amide mesylate